ClC1=C(C=CC=C1)CC(C(=O)OC(C)(C)C)P(=O)(OCC)OCC tert-butyl 3-(2-chlorophenyl)-2-(diethyloxyphosphoryl)propanoate